OC(CCCCC)OC1=CC=C(C=C1)C=CC(=O)C1=CC=CC=C1 3-[4-(1-Hydroxyhexoxy)phenyl]-1-phenylprop-2-en-1-one